4-(5H-imidazo[5,1-a]isoindol-5-yl)tetrahydro-2H-thiopyran 1,1-dioxide C=1N=CN2C1C1=CC=CC=C1C2C2CCS(CC2)(=O)=O